O=C1NC(CCC1N1C(N(C2=C1C=CC(=C2)CCC2CCC(CC2)C(=O)O)C)=O)=O (1r,4r)-4-[2-[1-(2,6-dioxopiperidin-3-yl)-3-methyl-2-oxo-1,3-benzodiazol-5-yl]ethyl]cyclohex-ane-1-carboxylic acid